CCC[N+](C)(C)C 3-propyl-trimethylAmmonium